(Z)-2-((3-benzyl-5-(2-fluoro-3-nitrophenyl)pyrazin-2-yl)amino)-3-(5-(trifluoromethyl)furan-2-yl)acrylic acid C(C1=CC=CC=C1)C=1C(=NC=C(N1)C1=C(C(=CC=C1)[N+](=O)[O-])F)N\C(\C(=O)O)=C/C=1OC(=CC1)C(F)(F)F